1-hydroxy-3-((S)-2-oxopyrrolidin-3-yl)propane-1-sulfonate OC(CC[C@@H]1C(NCC1)=O)S(=O)(=O)[O-]